BrC=1C(N(C=CC1)COC)=O 3-bromo-1-(methoxy-methyl)-pyridin-2(1H)-one